C(C)(C)(C)C=1C=C(C=C(C1O)C(C)(C)C)CCC(=O)OCCCCCCCCCCCCC tridecyl alcohol 3,5-di-tert-butyl-4-hydroxybenzenepropionate